5-(1-cyano-1-methylethyl)-N-{[3-(4-{[(3S,4R)-3-fluoro-1-methylpiperidin-4-yl]amino}-1-(2,2,2-trifluoroethyl)-1H-indol-2-yl)-1,2,4-oxadiazol-5-yl]methyl}thiophene-2-carboxamide C(#N)C(C)(C)C1=CC=C(S1)C(=O)NCC1=NC(=NO1)C=1N(C2=CC=CC(=C2C1)N[C@H]1[C@H](CN(CC1)C)F)CC(F)(F)F